C1(CC1)C1=NN(C=C1C1=NC2=CC=CC=C2N=C1)[C@@H]1C[C@H](C1)CCCN 3-(trans-3-(3-cyclopropyl-4-(quinoxalin-2-yl)-1H-pyrazol-1-yl)cyclobutyl)propan-1-amine